[2-(methacryloyloxy)-ethyl]-diethylamine C(C(=C)C)(=O)OCCN(CC)CC